COCC1=CN=C(N1)C1=NNC2=CC=C(C=C12)C(=O)NCCCNC(OC(C)(C)C)=O tert-butyl (3-(3-(5-(methoxymethyl)-1H-imidazol-2-yl)-1H-indazole-5-carboxamido)propyl)carbamate